ClC1=NC(=CC(=C1)NC1CCC(CC1)(F)F)N1N=C(C=C1)C 2-chloro-N-(4,4-difluorocyclohexyl)-6-(3-methyl-1H-pyrazol-1-yl)pyridin-4-amine